tert-Butyl 2-(3-acetyl-7-(but-3-enyl)-5-(2-methylpyrimidin-5-yl)-1H-indazol-1-yl)acetate C(C)(=O)C1=NN(C2=C(C=C(C=C12)C=1C=NC(=NC1)C)CCC=C)CC(=O)OC(C)(C)C